4-(3-((1-(4-chlorophenyl)-2-(5-methoxy-6-(trifluoromethyl)-2,3-dihydro-1H-pyrrolo[3,2-b]pyridin-1-yl)-2-oxoethyl)amino)-5-methoxyphenoxy)butyric acid ClC1=CC=C(C=C1)C(C(=O)N1CCC2=NC(=C(C=C21)C(F)(F)F)OC)NC=2C=C(OCCCC(=O)O)C=C(C2)OC